C(C)(C)(C)OC(CC1=CC=C(C=C1)N)=O tert-butyl-2-(4-aminophenyl)acetate